tert-Butyl (Z)-2-(6-(2-fluoro-2-(4,4,5,5-tetramethyl-1,3,2-dioxaborolan-2-yl)vinyl)-3-(pyridin-2-yloxy)-2-(trifluoromethyl)phenyl)-2,9-diazaspiro[5.5]undecane-9-carboxylate F\C(=C/C1=CC=C(C(=C1N1CC2(CCC1)CCN(CC2)C(=O)OC(C)(C)C)C(F)(F)F)OC2=NC=CC=C2)\B2OC(C(O2)(C)C)(C)C